COC(C1=C(C(=C(C=C1)F)F)Br)=O 2-bromo-3,4-difluorobenzoic acid methyl ester